C(C)(=O)N1C(CCCC1)C=1N=CN(C1)C1=C(C=C(C=N1)NC(CC1=C(C(=CC=C1)C(F)(F)F)F)=O)F N-(6-(4-(1-acetylpiperidin-2-yl)-1H-imidazol-1-yl)-5-fluoropyridin-3-yl)-2-(2-fluoro-3-(trifluoromethyl)phenyl)acetamide